1,1,2,2-tetrafluoroethylpropyl ether FC(C(F)F)(F)OCCC